S1(N=CC2=C1C=C(C=C2)C(=O)[O-])=O benzo[d]isothiazole-6-carboxylate 1-oxide